O(C(=O)C)C1=CC=C(C(=O)O)C=C1 4-acetoxyl-benzoic acid